C(C)(C)(C)OC(=O)N([C@H](C)C1=CC=CC2=CC=CC=C12)C[C@@H]1OC2=CC=CC=C2C(=C1)C=1C=CC(=C(C(=O)OC)C1)C Methyl 5-((R)-2-(((tert-butoxycarbonyl)((R)-1-(naphthalen-1-yl) ethyl) amino) methyl)-2H-chromen-4-yl)-2-methylbenzoate